C(#N)N1CCCC1 cyano-(S)-pyrrolidine